O[C@H]1COCC[C@H]1N(CCCCCCCC(=O)N(CCCCCCCCCC)CCCCCCCCCC)CCCCCCCC(=O)N(CCCCCCCCCC)CCCCCCCCCC 8,8'-(((3R,4R)-3-hydroxytetrahydro-2H-pyran-4-yl)-azanediyl)bis(N,N-didecyloctanamide)